(R)-5-Chloro-N-(3,5-dimethoxyphenyl)-N-(1-(2,2,2-trifluoroethyl)piperidin-3-yl)-2-((trimethylsilyl)ethynyl)thiazole-4-carboxamide ClC1=C(N=C(S1)C#C[Si](C)(C)C)C(=O)N([C@H]1CN(CCC1)CC(F)(F)F)C1=CC(=CC(=C1)OC)OC